C(C)(=O)O[C@@H]1[C@H]([C@@H]([C@H](C[C@H]1N=[N+]=[N-])N=[N+]=[N-])O[C@H]1O[C@@H](CC[C@H]1N=[N+]=[N-])[C@H](CC)N(C(=O)OCC1=CC=CC=C1)CC1=CC=CC=C1)OC(C)=O (1S,2S,3R,4S,6R)-4,6-diazido-3-(((2R,3R,6S)-3-azido-6-((S)-1-(benzyl((benzyloxy)carbonyl)amino)propyl)tetrahydro-2H-pyran-2-yl)oxy)cyclohexane-1,2-diyl diacetate